C(C)(C)(C)OC(=O)N(C1=CC(=NC=2N1N=CC2C2CC2)O[C@H]2CN(C[C@@H]2F)C(=O)OC(C)(C)C)CC2=CC=C(C=C2)C2=NC=CC=C2 tert-butyl (3S,4S)-3-((7-((tert-butoxycarbonyl)(4-(pyridin-2-yl)benzyl)amino)-3-cyclopropylpyrazolo[1,5-a]pyrimidin-5-yl)oxy)-4-fluoropyrrolidine-1-carboxylate